4-((2R)-2-methylpyrrolidin-1-yl)-1-phenyl-7-(trifluoromethyl)pyrido[2,3-d]-pyrimidin-2(1H)-one C[C@H]1N(CCC1)C=1C2=C(N(C(N1)=O)C1=CC=CC=C1)N=C(C=C2)C(F)(F)F